N-(methyl(oxo)(4-(5-(trifluoromethyl)-1,2,4-oxadiazol-3-yl)phenyl)-λ6-sulfaneylidene)cyclopentanecarboxamide CS(=NC(=O)C1CCCC1)(C1=CC=C(C=C1)C1=NOC(=N1)C(F)(F)F)=O